6-((6-isopropoxy-2-methylpyrimidin-4-yl)amino)-1-phenyl-1,2-dihydro-3H-pyrazolo[4,3-c]pyridin-3-one C(C)(C)OC1=CC(=NC(=N1)C)NC1=CC2=C(C=N1)C(NN2C2=CC=CC=C2)=O